C(C)(C)(C)OC(=O)O[C@@H]1[C@H]([C@H](N(C1)C(=O)OC(C)(C)C)CC1=CC=C(C=C1)OC)OC(=O)C1CCC1 tert-butyl (2R,3S,4S)-4-[(tert-butoxycarbonyl)oxy]-3-(cyclobutanecarbonyloxy)-2-[(4-methoxyphenyl)methyl]pyrrolidine-1-carboxylate